5-chlorothiophene-2-carboxamide ClC1=CC=C(S1)C(=O)N